C(CC)N(CCC)CCCNCCCN(CCC)CCC bis[3-(N,N-dipropylamino)propyl]amine